1-ethyl-(3-methylaminopropyl)carbodiimide hydrochloride Cl.C(C)N=C=NCCCNC